ClC1=NN=C(C(C1)(C1=CC(=CC(=C1)F)Cl)C1=CC=CC=C1Cl)C 3-chloro-5-(6-chlorophenyl)-5-(3-chloro-5-fluorophenyl)-6-methylpyridazine